4-(fluoro)-6-(methyl)benzimidazole FC1=CC(=CC=2N=CNC21)C